2,2-bis{4-(3,4-dicarboxyphenoxy)phenyl}hexafluoropropane C(=O)(O)C=1C=C(OC2=CC=C(C=C2)C(C(F)(F)F)(C(F)(F)F)C2=CC=C(C=C2)OC2=CC(=C(C=C2)C(=O)O)C(=O)O)C=CC1C(=O)O